NC1=NC=C(C=N1)C1=CC=C(CN2C=CC3=CC(=CC=C23)N2N=C(C=C2C)C(=O)N)C=C1 1-(1-(4-(2-aminopyrimidin-5-yl)benzyl)-1H-indol-5-yl)-5-methyl-1H-pyrazole-3-carboxamide